BrC=1N(C=CN1)COCC[Si](C)(C)C 2-[(2-bromoimidazol-1-yl)methoxy]ethyl-trimethyl-silane